ClC1=C2C3=C(N=CN=C3C(=C1C1=C(C=CC=C1F)O)F)N1[C@H](CO2)CNCC1 2-[(8aS)-6-chloro-4-fluoro-8,8a,9,10,11,12-hexahydropyrazino[2',1':3,4][1,4]oxazepino[5,6,7-de]quinazolin-5-yl]-3-fluorophenol